1,N3-dimethyl-1,3-cyclohexanediamine CC1(CC(CCC1)NC)N